CC1=C(OC2=C(C=C(C=C2C1=O)C)C(C)NC1=C(C(=O)OC(C)(C)C)C=CC=C1)C1CCC(CC1)C1=CC=CC=C1 tert-butyl 2-((1-(3,6-dimethyl-4-oxo-2-(4-phenylcyclohexyl)-4H-chromen-8-yl)ethyl)amino)benzoate